(Z)-9-dodecenoic acid ethyl ester C(C)OC(CCCCCCC\C=C/CC)=O